(8-(3-methoxybenzyl)-2,8-diazaspiro[4.5]decan-2-yl)(3,3,5-trimethyl-2,3-dihydro-1H-pyrrolo[3,2-b]pyridin-1-yl)methanone COC=1C=C(CN2CCC3(CCN(C3)C(=O)N3CC(C4=NC(=CC=C43)C)(C)C)CC2)C=CC1